5-Propynyl-Uracil C(#CC)C=1C(NC(NC1)=O)=O